ClC=1CN(C(=CC1OCC1=NC=CN=C1)C)C1=CC(=NC=C1C)N1CC(=CC=C1)C(C)(C)O 3''-chloro-4''-((pyrazin-2-yl)methoxy)-3-(2-hydroxypropane-2-yl)-5',6''-dimethyl-2H,2''H-[1,2':4',1''-terpyridine]